(5-hydroxypyridin-2-yl)methanone OC=1C=CC(=NC1)C=O